ethyl 4-[5-[3-[2-(4-tert-butoxy-4-oxo-butanoyl)-4-fluoro-6-methoxy-isoindolin-5-yl] oxypropoxy]-4-fluoro-6-methoxy-benzothiophen-2-yl]-4-oxo-butanoate C(C)(C)(C)OC(CCC(=O)N1CC2=CC(=C(C(=C2C1)F)OCCCOC=1C(=CC2=C(C=C(S2)C(CCC(=O)OCC)=O)C1F)OC)OC)=O